CC1(C(C1)C=1SC=2CNCCC2N1)C 2-(2,2-Dimethylcyclopropyl)-4,5,6,7-tetrahydrothiazolo[5,4-c]pyridine